CC1=C(C=CC(=C1)C)C1=NC(=NC(=N1)C1=C(C=C(C=C1)C)C)C1=C(C=C(C=C1)OCC(COCC1=CC=CC=C1)O)O 2,4-bis(2,4-dimethylphenyl)-6-[2-hydroxy-4-(3-benzyloxy-2-hydroxypropyloxy)phenyl]-s-triazine